(5-fluoro-2-{[(3S)-3-(morpholin-4-ylmethyl)-3,4-dihydroisoquinolin-2(1H)-yl]carbonyl}phenyl)-N-(4-hydroxyphenyl)-N-(2-methoxybenzyl)-1,2-dimethyl-1H-pyrrole-3-carboxamide FC=1C=CC(=C(C1)C=1C(=C(N(C1)C)C)C(=O)N(CC1=C(C=CC=C1)OC)C1=CC=C(C=C1)O)C(=O)N1CC2=CC=CC=C2C[C@H]1CN1CCOCC1